C(CCC)N(CCCC)CCCCC N,N-dibutylpentylamine